Cl.ClC1=CC=2C(=C3C(=NC2C=C1)CCC3)N 7-chloro-1H,2H,3H-cyclopenta[b]quinoline-9-amine hydrochloride